CCCCCCCCCC(=O)O[C@@H]1[C@@H]([C@H]([C@@H](O[C@H]1O[C@H]2[C@@H](O[C@@H]3[C@@H]([C@@H]2O)OC(=O)CCCCCCCCC[C@@H](O[C@H]4[C@H](O3)[C@H]([C@H]([C@H](O4)C)O)O)CCCCC)C)C)O[C@H]5[C@@H]([C@@H]([C@H]([C@@H](O5)C)O)OC(=O)[C@@H](C)CC)O)O[C@H]6[C@@H]([C@@H]([C@H]([C@@H](O6)C)O)O)O The molecule is a resin glycoside that is the pentasaccharide derivative of jalapinolic acid. Isolated from the aerial parts of Ipomoea pes-caprae, it has been found to exhibit potential inhibitory effect against multidrug resistance in the human breast cancer cell line. It has a role as a metabolite. It is a cinnamate ester, a macrocyclic lactone, a pentasaccharide derivative, a resin glycoside and a decanoate ester. It derives from a (S)-2-methylbutyric acid, an octanoic acid and a jalapinolic acid.